C(C=1C(C(=O)OC2CCCCC2)=CC=CC1)(=O)OCCCC 1-butyl 2-cyclohexyl phthalate